Tert-Butyl trans-3-hydroxy-4-(3-(1-methyl-1H-pyrazol-4-yl)-6-oxopyridazin-1(6H)-yl)pyrrolidine-1-carboxylate O[C@@H]1CN(C[C@H]1N1N=C(C=CC1=O)C=1C=NN(C1)C)C(=O)OC(C)(C)C